(R)-1-(4-((5-(1-(2,2-difluoroethyl)-1H-benzo[d]imidazol-6-yl)-4-methoxypyrrolo[2,1-f][1,2,4]triazin-2-yl)amino)-3,3-difluoropiperidin-1-yl)ethan-1-one-2,2,2-d3 FC(CN1C=NC2=C1C=C(C=C2)C=2C=CN1N=C(N=C(C12)OC)N[C@H]1C(CN(CC1)C(C([2H])([2H])[2H])=O)(F)F)F